BrC=1C=CC2=C(OCCN(S2(=O)=O)CC2=CC=C(C=C2)OC)C1 7-bromo-2-(4-methoxybenzyl)-3,4-dihydro-2H-benzo[b][1,4,5]oxathiazepine 1,1-dioxide